COCC1=CC=C(C=C1)COC para-xylylene glycol dimethyl ether